1-[1,5-bis(4-methylphenyl)pentan-3-yl] 9-pentadecan-8-yl 5-oxononanedioate O=C(CCCC(=O)OC(CCC1=CC=C(C=C1)C)CCC1=CC=C(C=C1)C)CCCC(=O)OC(CCCCCCC)CCCCCCC